NC1=C(C(=NN1C(C)C)C1=CC=C(C=C1)CC(NC1=CC(=CC=C1)S(F)(F)(F)(F)F)=O)C(=O)N 5-Amino-1-isopropyl-3-(4-(2-oxo-2-((3-(pentafluoro-λ6-sulfaneyl)phenyl)amino)ethyl)phenyl)-1H-pyrazole-4-carboxamide